3-amino-4-[3-(dimethylamino)propylamino]-N-[1-(fluoromethyl)cyclopropyl]benzenesulfonamide NC=1C=C(C=CC1NCCCN(C)C)S(=O)(=O)NC1(CC1)CF